indole-3,7-dicarboxylic acid N1C=C(C2=CC=CC(=C12)C(=O)O)C(=O)O